C(OC(COCCOCC)(C1=CC=CC=C1)C)(OCC)=O (1-methyl-1-phenyl-2-(2-ethoxyethyloxy) ethyl) ethyl carbonate